carbamoyl-1-(2-((2-((3-chloro-2-fluorophenylmethyl)amino)-2-oxoethyl)(cyclopropyl)amino)-2-oxoethyl)-1H-indazole-6-carbonyl azide C(N)(=O)C1=NN(C2=CC(=CC=C12)C(=O)N=[N+]=[N-])CC(=O)N(C1CC1)CC(=O)NCC1=C(C(=CC=C1)Cl)F